Methyl (E)-3-(3-(1-(2-(5-((4,6-difluoro-1H-indol-5-yl)oxy)-2-fluorophenyl)-1H-imidazol-5-yl)-1-hydroxy-2,2-dimethylpropyl)phenyl)acrylate FC1=C2C=CNC2=CC(=C1OC=1C=CC(=C(C1)C=1NC(=CN1)C(C(C)(C)C)(O)C=1C=C(C=CC1)/C=C/C(=O)OC)F)F